COC[C@H]1[C@@H](C1)N1C(C2=CC=CC=C2C1=O)=O |r| (±)-2-((trans)-2-(methoxymethyl)cyclopropyl)isoindoline-1,3-dione